methyl (S)-2-(2-(1H-pyrazol-1-yl)ethyl)-7-methyl-3-(2-(((3-methylisoxazol-5-yl)methyl)amino)-2-oxoethyl)-3,7,8,9-tetrahydro-6H-imidazo[4,5-f]quinoline-6-carboxylate N1(N=CC=C1)CCC=1N(C=2C(=C3CC[C@@H](N(C3=CC2)C(=O)OC)C)N1)CC(=O)NCC1=CC(=NO1)C